OCCN(CCCN(CC(=O)[O-])CC(=O)OCCCCCCCCCCCCCCCCCCCCC)CC(OCCCCCCCCCCC)=C=O heneicosyl 2,2'-((3-((2-hydroxyethyl)(2-carbonyl-2-(undecyloxy)ethyl)amino)propyl)azanediyl)diacetate